NC=1N=C(C2=C(N1)C(=CS2)Br)C=2N=NN(C2)CC2=CC=CC(=N2)N2C=C(CC2)O (R)-1-(6-((4-(2-amino-7-bromothieno[3,2-d]pyrimidin-4-yl)-1H-1,2,3-triazol-1-yl)methyl)pyridin-2-yl)pyrrolin-3-ol